N-[1-[5-bromo-2-[5-(2,2-difluoroethoxy)-2-pyridyl]-1,2,4-triazol-3-yl]ethyl]-3-(difluoromethoxy)-5-(trifluoromethyl)benzamide BrC=1N=C(N(N1)C1=NC=C(C=C1)OCC(F)F)C(C)NC(C1=CC(=CC(=C1)C(F)(F)F)OC(F)F)=O